1-(5Z,8Z,11Z,14Z-eicosatetraenoyl)-2-(9Z-heptadecenoyl)-glycero-3-phosphoserine CCCCCCC/C=C\CCCCCCCC(=O)O[C@H](COC(=O)CCC/C=C\C/C=C\C/C=C\C/C=C\CCCCC)COP(=O)(O)OC[C@@H](C(=O)O)N